CN1C=C(C=2C1=CN=C(C2)NC(C)=O)C2=CC(=C1C(=N2)C2(OCC1)COCC2)OC2(COC2)C N-(1-methyl-3-(4'-((3-methyloxetan-3-yl)oxy)-4,5,5',6'-tetrahydro-2H-spiro[furan-3,8'-pyrano[3,4-b]pyridin]-2'-yl)-1H-pyrrolo[2,3-c]pyridin-5-yl)acetamide